2-(5-methoxy-6-methyl-1H-indol-3-yl)-2-oxoacetamide COC=1C=C2C(=CNC2=CC1C)C(C(=O)N)=O